[C@H]1(CC[C@H](CC1)C(=O)Cl)C(=O)Cl trans-cyclohexane-1,4-dicarboxylic acid dichloride